3-Hydroxy-3-sulfinato-propionic acid OC(CC(=O)O)S(=O)[O-]